C1(CCC1)N1CCS(C2=C(C1=O)SC(=C2)C2=NC(=NC=C2C(F)(F)F)NC2=C(C=C1CCNCC1=C2)CC)(=O)=O 4-cyclobutyl-7-(2-((6-ethyl-1,2,3,4-tetrahydroisoquinolin-7-yl)amino)-5-(trifluoromethyl)pyrimidin-4-yl)-3,4-dihydrothieno[2,3-f][1,4]thiazepin-5(2H)-one 1,1-dioxide